(2S,3R,4S,5R,6R)-5-hydroxy-6-(hydroxymethyl)-3-methoxy-4-(4-(3,4,5-trifluorophenyl)-1H-1,2,3-triazol-1-yl)tetrahydro-2H-pyran O[C@@H]1[C@@H]([C@H](CO[C@@H]1CO)OC)N1N=NC(=C1)C1=CC(=C(C(=C1)F)F)F